(S)-6-isopropyl-2-methoxy-3-(3-methoxypropoxy)-10-oxo-5,10-dihydro-6H-pyrido[1,2-H][1,7]Naphthyridine-9-carboxylic acid methyl ester COC(=O)C=1C(C=C2N([C@@H](CC=3C=C(C(=NC23)OC)OCCCOC)C(C)C)C1)=O